FC1=CC=C(C=C1)C(C)C1=C(N=C(C(=N1)C(=O)O)COC)NCCN1CCCC1 6-(1-(4-fluorophenyl)ethyl)-3-(methoxymethyl)-5-((2-(pyrrolidin-1-yl)ethyl)amino)pyrazine-2-carboxylic acid